3-(1'-((1-(4-chlorophenyl)-1H-pyrazol-3-yl)methyl)-6-oxo-6,8-dihydro-2H,7H-spiro[furo[2,3-e]isoindole-3,4'-piperidin]-7-yl)piperidine-2,6-dione ClC1=CC=C(C=C1)N1N=C(C=C1)CN1CCC2(CC1)COC1=C3CN(C(C3=CC=C12)=O)C1C(NC(CC1)=O)=O